N[C@H]1CN(CCC1)C(=O)C=1C=C(C=2N(C1)N=C(C2C)C=2N(C1=C(C=CC=C1C2)C2CCN(CC2)C(=O)C2CC(C2)O)CC2CC2)OC (R)-(3-aminopiperidin-1-yl)(2-(1-(cyclopropylmethyl)-7-(1-(3-hydroxycyclobutane-1-carbonyl)piperidin-4-yl)-1H-indol-2-yl)-4-methoxy-3-methylpyrazolo[1,5-a]pyridin-6-yl)methanone